ClC1=CC=C2C=CC(=CN12)C(=O)N(C)[C@H]1COCC=2NC(C=3C=C(C(=CC3C21)F)F)=O (R)-3-chloro-N-(8,9-difluoro-6-oxo-1,4,5,6-tetrahydro-2H-pyrano[3,4-c]isoquinolin-1-yl)-N-methylindolizine-6-carboxamide